C(CCC)[C@@H]1CS(C2=C(N(C1)C1=CC=CC=C1)C=C(C(=C2)O\C=C(\C(=O)OCC)/F)SC)(=O)=O Ethyl (S)-(Z)-3-((3-butyl-7-(methylthio)-1,1-dioxido-5-phenyl-2,3,4,5-tetrahydro-1,5-benzothiazepin-8-yl)oxy)-2-fluoroacrylate